COC=1C=C(C=C(C1OC)OC)C=1C(OC2=C(C(=CC=C2C1)OC)O)=O 3-(3,4,5-trimethoxyphenyl)-7-methoxy-8-hydroxycoumarin